C(C)C=1C(=C(C=CC1)P([O-])([O-])=O)C(C1=C(C=C(C=C1C)C)C)=O ethyl-2,4,6-trimethylbenzoylphenylphosphonate